N-((1-(cyclopropylamino)-4-methylcyclohexyl)methyl)-4-((2-fluorophenyl)ethynyl)benzamide C1(CC1)NC1(CCC(CC1)C)CNC(C1=CC=C(C=C1)C#CC1=C(C=CC=C1)F)=O